[O-]O.[CH-]1C=CC=C1.[CH-]1C=CC=C1.[Fe+2] ferrocene hydroperoxide